C(CCCCCCC\C=C/C\C=C/CCCCC)(=O)OCCCCCCCCCCCCCCCCCCCC eicosanyl linoleate